3-[4-(6-methylpyridine-3-sulfonyl)phenyl]-1-(pyridin-3-ylmethyl)urea CC1=CC=C(C=N1)S(=O)(=O)C1=CC=C(C=C1)NC(NCC=1C=NC=CC1)=O